C(#N)C=1C=C(OC=2C=C(OC3=C(C=CC=C3)/C(/C(=O)OC)=C\OC)C=CC2)C=CC1 methyl (E)-2-[2-[3-(3-cyanophenoxy) phenoxy] phenyl]-3-methoxyacrylate